C(#N)C(C)(C)C=1C=C(C=CC1CN1CCN(CC1)C)NC(C1=C(C=C(C=C1)C)F)=O N-(3-(2-cyanoprop-2-yl)-4-((4-methylpiperazin-1-yl)methyl)phenyl)-2-fluoro-4-methylbenzamide